N1C=CC=2C1=NC=CC2C2=CC(=NN2)C2CCN(CC2)C2CC2 (4-(5-(1H-pyrrolo[2,3-b]pyridin-4-yl)-1H-pyrazol-3-yl)piperidin-1-yl)(cyclopropane)